isobutyl 3,5-dinitro-4-chlorobenzoate [N+](=O)([O-])C=1C=C(C(=O)OCC(C)C)C=C(C1Cl)[N+](=O)[O-]